(S)-(4-(1H-benzo[d]imidazol-2-yl)-6,7-dihydro-1H-imidazo[4,5-c]pyridin-5(4H)-yl)(4-chlorothiazol-2-yl)methanone N1C(=NC2=C1C=CC=C2)[C@H]2N(CCC1=C2N=CN1)C(=O)C=1SC=C(N1)Cl